(1S,4S,5S)-6-benzyl-4-(hydroxymethyl)-3,6-diazabicyclo[3.2.2]nonane-3-carboxylic acid tert-butyl ester C(C)(C)(C)OC(=O)N1C[C@@H]2CN([C@H]([C@H]1CO)CC2)CC2=CC=CC=C2